2-Butyl-benzo[d]-isothiazol-3-one C(CCC)N1SC2=C(C1=O)C=CC=C2